C(C)(C)(C)OC(=O)N1C(C(CC1)NCC)C tert-butyl-3-(ethylamino)-2-methyl-pyrrolidine-1-carboxylate